3-methylhexamethylenediamine CC(CCN)CCCN